COC([C@H](CCCCCCCC1=NC=2NCCCC2C=C1)N)=O.C1(C=CCCC1)(C(=O)O)C(=O)O cyclohexenedioic acid methyl-(S)-2-amino-9-(5,6,7,8-tetrahydro-1,8-naphthyridin-2-yl)nonanoate